COC(=O)[C@@H]1CC[C@H]2N1C([C@H](C[C@@H]1[C@H](C2)C1)NC(=O)OC(C)(C)C)=O.C1(=CC=CC=C1)N\C=N\C1=CC=CC=C1 (E)-N,N'-bis-phenyl-formamidine methyl-(3S,6S,7aR,8aS,9aR)-6-((tert-butoxycarbonyl)amino)-5-oxodecahydro-1H-cyclopropa[d]pyrrolo[1,2-a]azocine-3-carboxylate